FC1=C(C=NN1)C=1C=C2C=CN(C(C2=CC1)=O)C(C)C=1C=C(C(=O)NC)C=CC1 3-(1-(6-(5-Fluoro-1H-pyrazol-4-yl)-1-oxoisoquinolin-2(1H)-yl)ethyl)-N-methylbenzamide